OC=1C=NC2=CC(=NC(=C2C1)OC1CCC(CC1)NC=1N=CC(=NC1)C#N)N1CCOCC1 5-[[4-[(3-hydroxy-7-morpholino-1,6-naphthyridin-5-yl)oxy]cyclohexyl]amino]pyrazine-2-carbonitrile